3-(difluoromethyl)-1-(5-(3-methyl-3H-[1,2,3]triazolo[4,5-b]pyridin-6-yl)[1,3]thiazolo[5,4-b]pyridin-2-yl)cyclobutanol FC(C1CC(C1)(O)C=1SC2=NC(=CC=C2N1)C=1C=C2C(=NC1)N(N=N2)C)F